3-chloro-N-(8,9-difluoro-6-oxo-1,4,5,6-tetrahydro-2H-pyrano[3,4-c]isoquinolin-1-yl)-N-methylbenzamide ClC=1C=C(C(=O)N(C)C2COCC=3NC(C=4C=C(C(=CC4C32)F)F)=O)C=CC1